BrCC=1C=C(C=CC1)O 3-(bromomethyl)phenol